N1(CCNCC1)CC=1C=CC(=NC1)NC=1N=CC2=C(N1)C(=NC(=C2)CCO)N2CCCCC2 2-[2-[[5-(piperazin-1-ylmethyl)pyridin-2-yl]amino]-8-piperidin-1-ylpyridino[3,4-d]pyrimidin-6-yl]ethanol